CC(C)[C@]1(OC1)C(=O)O.NC(CCNCC(=O)O)N N-(bisaminopropyl)glycine propan-2-yl-(2R)-oxirane-2-carboxylate